C(C1=CC=CC=C1)N1CC2(C1)CC(C2)NC(=O)N2[C@@H](CN(C[C@@H]2C)C=2SC1=C(N2)C=CC(=C1)OC)C (2R,6S)-N-{2-benzyl-2-azaspiro[3.3]heptan-6-yl}-4-(6-methoxy-1,3-benzothiazol-2-yl)-2,6-dimethylpiperazine-1-carboxamide